NC=1C=C(C=CC1)SC1=C(C(=O)O)C=CN=C1 (3-Aminophenylsulfanyl)isonicotinic acid